N-(2-isopropenylphenyl)p-fluorobenzamide C(=C)(C)C1=C(C=CC=C1)NC(C1=CC=C(C=C1)F)=O